(2R,3aR,4S,9bS)-2-tert-Butyl-4-(4-hydroxy-phenyl)-1,2,3,3a,4,9b-hexahydro-cyclopenta[c]chromen-8-ol C(C)(C)(C)[C@@H]1C[C@H]2[C@H]([C@H](OC=3C=CC(=CC23)O)C2=CC=C(C=C2)O)C1